O(C#N)C1=CC=C(C=C1)C1=C(C=C(C=C1C)C)C(C)(C)C1=C(C(=CC(=C1)C)C)C1=CC=C(C=C1)OC#N 2,2-bis(4-cyanatophenyl-3,5-dimethylphenyl)propane